(1R,3R,5S)-2-(3-methoxypyridin-2-yl)-3-methyl-1-({[(CIS)-4-phenylcyclohexyl]oxy}methyl)-9-oxa-2,6-diazaspiro[4.5]decan-7-one COC=1C(=NC=CC1)N1[C@H]([C@]2(C[C@H]1C)NC(COC2)=O)CO[C@@H]2CC[C@@H](CC2)C2=CC=CC=C2